FC=1C(=C(C=CC1F)C(=O)N1CC(C1)(O)CNC(C)C)NC1=C(C=C(C=C1)I)F 1-({3,4-difluoro-2-[(2-fluoro-4-iodophenyl)amino]phenyl}carbonyl)-3-{[(1-methylethyl)amino]methyl}azetidin-3-ol